CC1=C(C(=CC(=C1)C)C)S(=O)(=O)NC1=CC2=C(SC(=C2)/C=C/C(=O)OCC)C=C1 (E)-ethyl 3-(5-(2,4,6-trimethylphenylsulfonamido)benzo[b]thiophen-2-yl)acrylate